N1=C(SC2=C1C1=C(C=C2)OCC1)N1C(NC2C1CNCC2)=O 3-(7,8-dihydrofuro[3,2-e][1,3]benzothiazol-2-yl)octahydro-2H-imidazo[4,5-c]pyridin-2-one